N-(1-(3-(4-chlorophenoxy)propyl)piperidin-4-yl)acetamide ClC1=CC=C(OCCCN2CCC(CC2)NC(C)=O)C=C1